CC1=C(N=C2[C@H]3CC[C@@H](C2=C1C=1C(=C(C=C2C=NN(C12)C)C)C)C3)N3CC1(CN(C1)C(C=C)=O)CC3 (P)-1-(6-((1S,8R)-5-methyl-6-(1,5,6-trimethyl-1H-indazol-7-yl)-3-azatricyclo[6.2.1.02,7]undeca-2,4,6-trien-4-yl)-2,6-diazaspiro[3.4]octan-2-yl)-2-propen-1-one